[Na].NC1=CC=CC=C1 aminobenzene sodium